C1=CC=CC=2C3=CC=CC=C3C(C12)COC(=O)N[C@H](C(=O)N[C@H](C(=O)NC=1C=CC(=C(C1)S(=O)(=O)O)COC(=O)OC1=CC=C(C=C1)[N+](=O)[O-])C)C(C)C 5-[[(2S)-2-[[(2S)-2-(9H-fluoren-9-ylmethoxycarbonylamino)-3-methyl-butanoyl]amino]propanoyl]amino]-2-[(4-nitrophenoxy)carbonyloxymethyl]benzenesulfonic acid